(+)-trans-6-[4-[Bis(4-fluorophenyl)methyl]piperidine-1-carbonyl]-4,4a,5,7,8,8a-hexahydropyrido[4,3-b][1,4]oxazin-3-one FC1=CC=C(C=C1)C(C1CCN(CC1)C(=O)N1C[C@@H]2[C@H](OCC(N2)=O)CC1)C1=CC=C(C=C1)F